4-aminobenzyl-biphenyl NC1=CC=C(CC2=C(C=CC=C2)C2=CC=CC=C2)C=C1